C(C)N1N=NC(=C1)C 1-ethyl-4-methyl-1H-1,2,3-triazole